(1-[(dimethylamino)methyl]cyclopropyl)methanol CN(C)CC1(CC1)CO